(Z)-10,12,14-hexadecatrienal C(CCCCCCCC\C=C/C=CC=CC)=O